tert-butyl (4-chloro-2-nitrophenyl)glycinate ClC1=CC(=C(C=C1)NCC(=O)OC(C)(C)C)[N+](=O)[O-]